C(#N)C1=CC=C(C=C1)C=1N=C2C(=NC1)N=C(S2)N2C(N=C(C=C2)C2=C(C=CC=C2)C#C)C N-(6-(4-cyanophenyl)thiazolo[4,5-b]pyrazin-2-yl)-4-(2-ethynylphenyl)-2-methylpyrimidine